BrC=1C=C(C(=NC1)C=1OC2=C(N1)C=C(C=C2)S(C(F)(F)F)(=O)=N)S(=O)(=O)CC [2-(5-bromo-3-ethylsulfonyl-2-pyridyl)-1,3-benzoxazol-5-yl]-imino-oxo-(trifluoromethyl)-λ6-sulfane